Ergosta-5,7,9(11),22-tetraen CC(C)[C@@H](C)C=C[C@@H](C)[C@H]1CC[C@H]2C3=CC=C4CCCC[C@]4(C)C3=CC[C@]12C